CC1=CC(NC(N1)=O)=O 6-METHYLURACIL